4-cyclopropoxy-2-nitrophenol C1(CC1)OC1=CC(=C(C=C1)O)[N+](=O)[O-]